[F].[P].[Si].ClC1=CC=C(N[N+](=O)[O-])C=C1 para-chloronitroaniline silicon phosphorus fluorine